[3-(phenylamino)-2-propen-1-ylidene]aniline C1(=CC=CC=C1)NC=CC=NC1=CC=CC=C1